3-[(2-chloro-4-fluorophenyl)methyl]-4-(cyclohexylmethyl)-4,5-dihydro-1,2,4-oxadiazol-5-one ClC1=C(C=CC(=C1)F)CC1=NOC(N1CC1CCCCC1)=O